3-methoxy-N-(5-(5-methyl-1H-pyrazol-1-yl)-1,3,4-thiadiazol-2-yl)-2-oxo-2H-pyran-6-carboxamide COC=1C(OC(=CC1)C(=O)NC=1SC(=NN1)N1N=CC=C1C)=O